2-(2,6-dioxopiperidin-3-yl)-4-fluoro-1-oxo-N-((R)-2,2,2-trifluoro-1-phenylethyl)isoindoline-5-carboxamide O=C1NC(CCC1N1C(C2=CC=C(C(=C2C1)F)C(=O)N[C@@H](C(F)(F)F)C1=CC=CC=C1)=O)=O